N[C@H](C)C=1C=C(C=CC1)C([C@](C)(O)C1CC1)(F)F |o1:10| (2R or S)-1-{3-[(1R)-1-aminoethyl]phenyl}-2-cyclopropyl-1,1-difluoropropan-2-ol